1-(3-pyrazin-2-ylpyrazin-2-yl)ethanamine N1=C(C=NC=C1)C=1C(=NC=CN1)C(C)N